4-acetyl-1-t-butoxycarbonyl-piperidine tert-butyl-2-[(4R)-4-[3-(2,4-dioxohexahydropyrimidin-1-yl)-1-methyl-indazol-6-yl]-3,3-difluoro-1-piperidyl]acetate C(C)(C)(C)OC(CN1CC([C@H](CC1)C1=CC=C2C(=NN(C2=C1)C)N1C(NC(CC1)=O)=O)(F)F)=O.C(C)(=O)C1CCN(CC1)C(=O)OC(C)(C)C